CC=1OC=CC(C1O[V](=O)OC1=C(OC=CC1=O)C)=O bis[(2-methyl-4-oxo-pyran-3-yl)oxy]-oxo-vanadium